C(C)(C)(C)OC(=[18O])N[C@@H](C(C)C)C(=O)NC(CCS(=O)(=O)[O-])([2H])[2H].[Na+] sodium 3-((N-t-butoxycarbonyl-18O-L-valyl) amino)-3,3-dideutero-1-propanesulfonate